CC(C)(OC(NCCCOCC(COCCCNC(OC(C)(C)C)=O)NC(OCC1=CC=CC=C1)=O)=O)C benzyl (2,2,20,20-tetramethyl-4,18-dioxo-3,9,13,19-tetraoxa-5,17-diazahenicosan-11-yl)carbamate